2-(2,2-difluoroethoxy)-6-methoxy-3-nitropyridine FC(COC1=NC(=CC=C1[N+](=O)[O-])OC)F